[Cl-].[Cl-].C[SiH](C)[Zr+2](C1C(=CC2=CC=CC=C12)C(C)C)C1C(=C(C(=C1C)C)C)C dimethylsilyl(2,3,4,5-tetramethylcyclopentadienyl)(2-isopropyl-inden-1-yl)zirconium dichloride